4-Methyl-3-penten-1-ol CC(=CCCO)C